methanesulfonic acid 3,4-difluoro-2-methoxybenzyl ester FC=1C(=C(COS(=O)(=O)C)C=CC1F)OC